(1R,5S,6r)-3-(5-(3-cyano-6-(2-hydroxy-2-methylpropoxy)pyrazolo[1,5-a]pyridin-4-yl)pyridin-2-yl)-N-(6-methoxypyridin-3-yl)-3-azabicyclo[3.1.0]hexane-6-carboxamide C(#N)C=1C=NN2C1C(=CC(=C2)OCC(C)(C)O)C=2C=CC(=NC2)N2C[C@H]1C([C@H]1C2)C(=O)NC=2C=NC(=CC2)OC